C(C)(C)(C)OC(=O)NC1=C(C=NC(=C1)C#CC1CS(CCC1)(=O)=O)C(=O)OCC ethyl 4-(tert-butoxycarbonylamino)-6-[2-(1,1-dioxothian-3-yl)ethynyl]pyridine-3-carboxylate